C1(CC1)C1=C(C=NC(=C1)OC)CCN(C)C 2-(4-Cyclopropyl-6-methoxypyridin-3-yl)-N,N-dimethylethan-1-amine